4-fluoro-N-methanesulfonyl-1,3-benzothiazole-6-carboxamide FC1=CC(=CC2=C1N=CS2)C(=O)NS(=O)(=O)C